FC1=C2C(=CNC2=CC(=C1)O)C=O 4-FLUORO-6-HYDROXYINDOLE-3-CARBOXALDEHYDE